O=C1C(O)=C(O)[C@@H](O1)[C@H](O)CO D-(-)-Ascorbic Acid